O=C1NCCOC1 3-Ketomorpholine